N-[(1S)-1-(5-cyano-3-fluoropyridin-2-yl)ethyl]-2-(5-cyano-6-fluoro-2-oxo-1H-quinolin-3-yl)-2,2-difluoroacetamide C(#N)C=1C=C(C(=NC1)[C@H](C)NC(C(F)(F)C=1C(NC2=CC=C(C(=C2C1)C#N)F)=O)=O)F